oxaheptane-2,7-dione OC(CCCCC=O)=O